ClC=1C(=C(C=CC1)C(CC=C)N(CCNC(OC(C)(C)C)=O)C1CC1)F tert-butyl (2-((1-(3-chloro-2-fluorophenyl)but-3-en-1-yl)(cyclopropyl)amino)ethyl)carbamate